ClC1=CC=C(CN2C[C@@H](CCC2)C2=CC=NC=3N2N=C(C3CNCC3CCOCC3)C)C=C1 (R)-1-(7-(1-(4-chlorobenzyl)piperidin-3-yl)-2-methylpyrazolo[1,5-a]pyrimidin-3-yl)-N-((tetrahydro-2H-pyran-4-yl)methyl)methanamine